(8Z)-8-undecenyl-magnesium chloride C(CCCCCC\C=C/CC)[Mg]Cl